6-((2,3-dichlorophenyl)thio)-3-(piperidin-4-ylamino)pyrazin-2(1H)-one ClC1=C(C=CC=C1Cl)SC1=CN=C(C(N1)=O)NC1CCNCC1